N-(6-fluoroquinolin-8-yl)-5-methylpyridine-2-sulfonamide FC=1C=C2C=CC=NC2=C(C1)NS(=O)(=O)C1=NC=C(C=C1)C